[Cu-]=O copper (I) oxide